6-(2,6-dichloro-3,5-dimethoxyphenyl)-N-methyl-2-(methylthio)pyrido[3,4-d]pyrimidine-8-amine ClC1=C(C(=C(C=C1OC)OC)Cl)C1=CC2=C(N=C(N=C2)SC)C(=N1)NC